OC1C=2C=CC(=NC2CCC1)C(=O)OC methyl 5-hydroxy-5,6,7,8-tetrahydroquinoline-2-carboxylate